C(C1=CC=CC=C1)N1[C@H]2CC(C[C@@H]1CCC2)N(C(OC(C)(C)C)=O)C tert-butyl ((1R,3s,5S)-9-benzyl-9-azabicyclo[3.3.1]nonan-3-yl)(methyl)carbamate